CC1=C(C=C2C=C(N=CC2=C1)NC(=O)[C@H]1[C@H]2CCOC[C@H]12)N1CCN(CC1)[C@]1(COCC1)C (1S,6S,7S)-N-(7-methyl-6-(4-((R)-3-methyltetrahydrofuran-3-yl)piperazin-1-yl)isoquinolin-3-yl)-3-oxabicyclo[4.1.0]heptane-7-carboxamide